ClC=1C=C(C=CC1Cl)C1(CN(CC1)C(=O)OCC1=CC=CC=C1)O benzyl 3-(3,4-dichlorophenyl)-3-hydroxypyrrolidine-1-carboxylate